FC1=CC=C(CN2CCC3=CC(=CC=C23)NS(=O)(=O)CC(C)C)C=C1 N-(1-(4-fluorobenzyl)indolin-5-yl)-2-methylpropane-1-sulfonamide